ClCC(C(CF)(CF)CF)OC(C(CF)(CF)CF)CCl chloromethyl-2,2,2-trifluoromethylethyl ether